N,N'-dimethyl-4,4'-biphenyldiamine CNC1=CC=C(C=C1)C1=CC=C(C=C1)NC